5-[5-Chloro-1-(oxazolidin-2-yl)-6-oxo-1,6-dihydropyridazin-4-yl]-1-[[2-(difluoromethyl)phenyl]methyl]-1h,4h,5h,6h,7h-pyrazolo[4,3-c]pyridine-3-carboxylic acid ClC1=C(C=NN(C1=O)C1OCCN1)N1CC2=C(CC1)N(N=C2C(=O)O)CC2=C(C=CC=C2)C(F)F